NC=1C(=NC=C(C1)S(=O)(=O)C1=CC(=CC=C1)OC(F)(F)F)C1=NN=C(O1)CO (5-{3-Amino-5-[3-(trifluoromethoxy)benzene-1-sulfonyl]pyridin-2-yl}-1,3,4-oxadiazol-2-yl)methanol